(S)-1-(3-dimethylaminopropyl)-2-(3-pyridinyl)pyrrolidine sodium [Na].CN(CCCN1[C@@H](CCC1)C=1C=NC=CC1)C